3-(3,5-difluoro-4-((6S,7S)-7-isobutyl-8-methyl-6,7,8,9-tetrahydro-3H-pyrazolo[3,4-H]isoquinolin-6-yl)phenoxy)azetidine-1-aldehyde FC=1C=C(OC2CN(C2)C=O)C=C(C1[C@H]1[C@@H](N(CC=2C3=C(C=CC12)NN=C3)C)CC(C)C)F